C(C)OC(CC(C(=O)OC)OC1=CC=C(C(=O)O)C=C1)=O 4-((4-ethoxy-1-methoxy-1,4-dioxobutan-2-yl)oxy)benzoic acid